7-chloro-4-((1R,5S)-8,8-difluoro-3-azabicyclo[3.2.1]octan-3-yl)-8-fluoro-2-((1-((3-fluoropyrrolidin-1-yl)methyl)cyclopropyl)methoxy)pyrido[4,3-d]pyrimidine ClC1=C(C=2N=C(N=C(C2C=N1)N1C[C@H]2CC[C@@H](C1)C2(F)F)OCC2(CC2)CN2CC(CC2)F)F